S1C(=CC=C1)C1=CC=C(C=C1)C1=NC2=CC=CC=C2C=C1 (4-thienyl-phenyl)-quinoline